2-(4-(6-methyl-7-(4-(piperazin-1-yl)phenyl)imidazo[1,2-b]pyridazin-3-yl)quinolin-7-yl)-6-oxa-2-azaspiro[3.4]octane CC=1C(=CC=2N(N1)C(=CN2)C2=CC=NC1=CC(=CC=C21)N2CC1(C2)COCC1)C1=CC=C(C=C1)N1CCNCC1